FC(C1=C(C(=O)NC=2C(=NC=CC2)C2=CC(=CC=C2)C(F)(F)F)C=CC(=C1)C(F)(F)F)(F)F 2,4-bis(trifluoromethyl)-N-(2-(3-(trifluoromethyl)phenyl)pyridin-3-yl)benzamide